2-(((1r,3r)-3-amino-3-methylcyclobutyl)amino)-8-(ethylamino)pyrido[3,4-d]pyrimidine-6-carbonitrile NC1(CC(C1)NC=1N=CC2=C(N1)C(=NC(=C2)C#N)NCC)C